C1(=CC=CC=C1)CCC(=O)NC1=CC=C(C=C1)C 3-phenyl-N-(p-tolyl)propanamide